CS(=O)(=O)O.CS(=O)(=O)N1CC2(CCN(CC2)C(=O)[C@@H](COCC2=CC=CC=C2)NC(C(C)(C)N)=O)C2=CC=CC=C12 N-[1(R)-[(1,2-dihydro-1-methanesulfonylspiro[3H-indole-3,4'-piperidin]-yl)carbonyl]-2-(phenylmethyloxy)ethyl]-2-amino-2-methylpropanamide methanesulfonate